ClC1=CC=C(C=C1)S(=O)(=O)C(I)I Diiodomethyl p-chlorophenyl sulfone